(7aS)-5-ethynyltetrahydro-1H,3H-pyrrolo[1,2-c]oxazol-3-one C(#C)C1CC[C@@H]2N1C(OC2)=O